1-methyl-7-(5-(6-(1-methyl-1H-pyrazole-4-carbonyl)-2,6-diazaspiro[3.3]heptane-2-yl)pyridin-3-yl)-1,3,4,5-tetrahydro-2H-benzo[b]azepin-2-one CN1C2=C(CCCC1=O)C=C(C=C2)C=2C=NC=C(C2)N2CC1(C2)CN(C1)C(=O)C=1C=NN(C1)C